6-(1H-imidazol-1-yl)-N-((1r,4r)-4-(2-methoxyethoxy)cyclohexyl)-4-(methylsulfonyl)pyridinecarboxamide N1(C=NC=C1)C1=CC(=CC(=N1)C(=O)NC1CCC(CC1)OCCOC)S(=O)(=O)C